[Pd].C(C)(C)(C)P(C1=CC=CC=C1)C(C)(C)C.C(C)(C)(C)P(C1=CC=CC=C1)C(C)(C)C bis(di-(tert-butyl)-phenylphosphine) palladium (0)